ClC1=CC=2N(C=C1C(F)(F)F)C(=CN2)C2=NC=CC(=N2)N2C[C@@H](O[C@@H](C2)C=2C(=NNC2)C)C (2S,6R)-4-(2-(7-chloro-6-(trifluoromethyl)imidazo[1,2-a]pyridin-3-yl)pyrimidin-4-yl)-2-methyl-6-(3-methyl-1H-pyrazol-4-yl)morpholine